1-(6-(difluoromethyl)pyridin-3-yl)imidazolidin-2-one FC(C1=CC=C(C=N1)N1C(NCC1)=O)F